(S)-N-(3-(2'-((4-(3-(dimethylamino)pyrrolidin-1-yl)phenyl)amino)-7'-oxo-5'H-spiro[cyclopropane-1,8'-pyrido[4,3-d]pyrimidine]-6'(7'H)-yl)-4-methylphenyl)-3-(trifluoromethyl)benzamide CN([C@@H]1CN(CC1)C1=CC=C(C=C1)NC=1N=CC2=C(N1)C1(C(N(C2)C=2C=C(C=CC2C)NC(C2=CC(=CC=C2)C(F)(F)F)=O)=O)CC1)C